8-(2-(3,4-dimethoxybenzylidene)hydrazineyl)-N-(4-fluorophenyl)pyrimido[5,4-d]pyrimidin-4-amine COC=1C=C(C=NNC2=NC=NC3=C2N=CN=C3NC3=CC=C(C=C3)F)C=CC1OC